N-(1-(difluoromethyl)-1H-pyrazol-3-yl)nicotinamide trifluoroacetate FC(C(=O)O)(F)F.FC(N1N=C(C=C1)NC(C1=CN=CC=C1)=O)F